methyl 6-(l-5-[(tert-butoxy)carbonyl]-4H,5H,6H,7H-pyrazolo[1,5-a]pyrazine-3-amidocyclopropyl)pyridine-3-carboxylate C(C)(C)(C)OC(=O)N1CC=2N(CC1)N=CC2C(=O)NC2(CC2)C2=CC=C(C=N2)C(=O)OC